N1[C@@H](CCC1)C(=O)N1[C@@H](CCC1)C=O prolyl-prolinal